ClCC1=C(C=CC=C1OC)I 2-(chloromethyl)-1-iodo-3-methoxybenzene